(1S,4R)-1-methyl-4-(prop-1-en-2-yl)cyclohex-2-ene-1-ol C[C@]1(C=C[C@@H](CC1)C(=C)C)O